N-((1R,3s,5S)-8-Benzyl-8-azabicyclo[3.2.1]octan-3-yl)-2-(trifluoromethyl)-1H-indol-6-carboxamid C(C1=CC=CC=C1)N1[C@H]2CC(C[C@@H]1CC2)NC(=O)C2=CC=C1C=C(NC1=C2)C(F)(F)F